tris-(2-carboxyethyl)phosphine trisodium salt [Na+].[Na+].[Na+].C(=O)([O-])CCP(CCC(=O)[O-])CCC(=O)[O-]